C1(CCCCC1)COC=1C=C(C=CC1)C(C)=O 1-(3-(cyclohexylmethoxy)phenyl)ethan-1-one